2-hydroxy-3-undecyl-1,4-naphthoquinone OC=1C(C2=CC=CC=C2C(C1CCCCCCCCCCC)=O)=O